C(C)N1C(N(C(C12CCN(CC2)C(=O)OC(C)(C)C)=O)CC2=CC(=CC=C2)C(F)(F)F)=O tert-butyl 1-ethyl-2,4-dioxo-3-[[3-(trifluoromethyl) phenyl] methyl]-1,3,8-triazaspiro[4.5]decane-8-carboxylate